C(C)(C)(C)OC(N(CCN1CCOCC1)C1=C(C=C(C=C1)NC=1N=CC2=C(N1)CNCC2)C)=O.BrC2=CC(=C(C(=O)NC=1C=NC=CC1)C=C2)OCC2=C(C=CC=C2)Cl 4-bromo-2-(2-chloro-benzyloxy)-N-(pyridin-3-yl)benzamide tert-butyl-N-[2-methyl-4-({5H,6H,7H,8H-pyrido[3,4-d]pyrimidin-2-yl}amino)phenyl]-N-[2-(morpholin-4-yl)ethyl]carbamate